tert-butyl (3S)-3-[4-(3-chloro-4-hydroxy-anilino)pyrido[3,2-d]pyrimidin-6-yl]oxypyrrolidine-1-carboxylate ClC=1C=C(NC=2C3=C(N=CN2)C=CC(=N3)O[C@@H]3CN(CC3)C(=O)OC(C)(C)C)C=CC1O